CN([C@H](CC1=CC=CC=C1)C(=O)N[C@@H]2CCCCNC2=O)C(=O)CCCCCCCC=C The molecule is a lipopeptide that contains N-methylphenylalanine and lysine as the amino acid residues linked to a dec-9-enoyl moiety via an amide linkage (the R,R stereoisomer). It is isolated from the deep sea sponge Aaptos ciliata and exhibits antileishmanial activity. It has a role as a metabolite and an antileishmanial agent. It is a member of caprolactams and a lipopeptide. It derives from a dec-9-enoic acid.